(E)-4-(hydroxy(m-tolyl)methyl)-2-(2-phenylhydrazino)pent-4-enoic acid ethyl ester C(C)OC(C(CC(=C)C(C=1C=C(C=CC1)C)O)NNC1=CC=CC=C1)=O